C1(CC1)C1=C(N=C(N1C(=O)N)OC1CCC(CC1)(F)F)C Cyclopropyl-2-(4,4-difluorocyclohexyloxy)-4-methyl-1H-imidazole-1-carboxamide